1,8-diazabicyclo[5.4.0]-undecene N12C=CCCCC2NCCC1